C1=CC=CC=2C3=CC=CC=C3C(=CC12)C1([C@@H](C(=C2C=CC=CC2=C1)C1=CC(=CC2=CC=CC=C12)C=1C2=CC=CC=C2C=2C=CC=CC2C1)O)P(=O)(Cl)Cl (R)-3,3'-di-9-phenanthryl-1,1'-binaphtholphosphonic chloride